CC1CCCC=2C=CC=C(C12)C1CNCC=2N=C(N=C(C21)O)SC (8-methyl-5,6,7,8-tetrahydronaphthalen-1-yl)-2-methylsulfanyl-5,6,7,8-tetrahydropyrido[3,4-d]pyrimidin-4-ol